Cl.Cl.Cl.N[C@@H](CC(C)C)C(=O)N=[S@](=O)(C=1SC=C(C1)Cl)NC([C@@H](CCCN)N)=O (R)-N-((R)-N-(L-leucyl)-4-chlorothiophene-2-sulfonimidoyl)-2,5-diaminopentanamide trihydrochloride